N-(2-(4-(3-(1,3-dimethyl-1H-indazol-6-yl)-1,2,4-oxadiazol-5-yl)piperidin-1-yl)-2-oxoethyl)benzamide tert-butyl-4-(2-(ethoxycarbonyl)-1H-pyrrol-3-yl)piperidine-1-carboxylate C(C)(C)(C)OC(=O)N1CCC(CC1)C1=C(NC=C1)C(=O)OCC.CN1N=C(C2=CC=C(C=C12)C1=NOC(=N1)C1CCN(CC1)C(CNC(C1=CC=CC=C1)=O)=O)C